[3-(5-fluoropyrimidin-2-yl)-4-methylphenyl]-2-methyl-7-azabicyclo[2.2.1]heptane-7-carboxamide FC=1C=NC(=NC1)C=1C=C(C=CC1C)C12C(CC(CC1)N2C(=O)N)C